o-tolyl(2,4,6-trimethoxyphenyl)methanone C1(=C(C=CC=C1)C(=O)C1=C(C=C(C=C1OC)OC)OC)C